tert-Butyl 4-((1-(4-amino-5-methoxy-2-(1-(tetrahydro-2H-pyran-2-yl)-1H-pyrazol-4-yl)phenyl)-4-hydroxypiperidin-4-yl)methyl)piperazine-1-carboxylate NC1=CC(=C(C=C1OC)N1CCC(CC1)(O)CN1CCN(CC1)C(=O)OC(C)(C)C)C=1C=NN(C1)C1OCCCC1